ethyl 4-chloro-1-cyclopropylimidazole-5-carboxylate ClC=1N=CN(C1C(=O)OCC)C1CC1